N-(2-(1H-indol-3-yl)ethyl)-2-(5-fluoropyridin-3-yl)-7-(methyl-sulfonyl)-5,6,7,8-tetrahydropyrido[3,4-d]pyrimidin-4-amine N1C=C(C2=CC=CC=C12)CCNC=1C2=C(N=C(N1)C=1C=NC=C(C1)F)CN(CC2)S(=O)(=O)C